C(=C)C1=CC(=C(NC2=C(C(=O)N)C=C(C(=C2F)F)CC2=C(C(=NC=C2)NS(NC)(=O)=O)F)C=C1)F 2-(4-vinyl-2-fluoroanilino)-3,4-difluoro-5-[[3-fluoro-2-(methylsulfamoylamino)pyridin-4-yl]methyl]benzamide